C12CC(CC2C1)OC1=C(C=C(C=C1F)NC(=O)C=1N=C(OC1CC)N1CC(C1)(CC)CC)Cl N-(4-(cis-bicyclo[3.1.0]hexan-3-yloxy)-3-chloro-5-fluorophenyl)-2-(3,3-diethylazetidin-1-yl)-5-ethyloxazole-4-carboxamide